3-(5,5'-Difluoro-6'-methyl-[3,4'-bipyridyl]-2'-yl)-5-(4-methylthiazol-2-yl)-1,2,4-oxadiazole FC=1C=C(C=NC1)C1=CC(=NC(=C1F)C)C1=NOC(=N1)C=1SC=C(N1)C